(E)-N'-(4-(diethylamino)-2-hydroxybenzylidene)-3-oxo-3H-benzo[f]chromene-2-carbohydrazide C(C)N(C1=CC(=C(\C=N\NC(=O)C=2C(OC=3C=CC4=C(C3C2)C=CC=C4)=O)C=C1)O)CC